COC(=O)C=1N(N=CC1)C[C@@H](CO[Si](C(C)(C)C)(C)C)N 2-[(6S)-6-amino-2,2,3,3-tetramethyl-4-oxa-3-silaheptan-7-yl]pyrazole-3-carboxylic acid methyl ester